tetracyclo[6.2.1.13,6.02,7]dodec-4-en-9-ol C12C3C4C=CC(C3C(C(C1)O)C2)C4